5-(3-fluorophenoxy)carbonylamino-3-(1-azabicyclo[5.4.0]undec-3-en-4-yl)-benzofuran FC=1C=C(OC(=O)NC=2C=CC3=C(C(=CO3)C3=CCN4CCCCC4CC3)C2)C=CC1